CC1(CCN(CC1)C1=C(C=CC=C1F)NS(=O)(=O)C=1SC(=CC1)S(=O)(=O)N(C)C)C N2-[2-(4,4-Dimethyl-1-piperidinyl)-3-fluorophenyl]-N5,N5-dimethylthiophene-2,5-disulfonamide